C(C)C1(CN(C1)C=1OC(=C(N1)C(=O)OCC)CC(F)(F)F)CC ethyl 2-(3,3-diethylazetidin-1-yl)-5-(2,2,2-trifluoroethyl)oxazole-4-carboxylate